tri-Chloro-Silane Cl[SiH](Cl)Cl